(R)-6-chloro-3-((1-(2-(4-(5-fluoro-3-methyl-1H-pyrazol-1-yl)piperidin-1-yl)-3,6-dimethyl-4-oxo-3,4-dihydroquinazolin-8-yl)ethyl)amino)-N-(methylsulfonyl)picolinamide ClC1=CC=C(C(=N1)C(=O)NS(=O)(=O)C)N[C@H](C)C=1C=C(C=C2C(N(C(=NC12)N1CCC(CC1)N1N=C(C=C1F)C)C)=O)C